(1H-imidazol-2-yl)(2-methoxy-4-(trifluoromethyl)phenyl)methanone N1C(=NC=C1)C(=O)C1=C(C=C(C=C1)C(F)(F)F)OC